acrylic acid-alpha-ethyl ester C(C)OC(C=C)=O